C(C)(C)(C)OC(N(C[C@H]([C@H]1CNC(O1)=O)O)CC1CC2=C(C(=NC=C2F)C)C1)=O N-[(4-fluoro-1-methyl-6,7-dihydro-5H-cyclopenta[c]pyridin-6-yl)methyl]-N-[(2R)-2-hydroxy-2-[(5R)-2-oxooxazolidin-5-yl]ethyl]carbamic acid tert-butyl ester